(R)-9-(pyridin-2-yl)-6-oxaspiro[4.5]decan N1=C(C=CC=C1)[C@@H]1CCOC2(CCCC2)C1